O[C@]1(C[C@@H]2CC[C@H]3[C@@H]4CC[C@H](C(C)=O)[C@]4(CC[C@@H]3[C@]2(CC1)C)C)C 3α-hydroxy-3-methyl-5α-pregnan-20-one